ClC=1C(=NC=CC1S)N1N=CC=C1 3-chloro-2-(1H-pyrazol-1-yl)pyridine-4-thiol